4-Amino-1-benzyl-2-oxo-7-(trifluoromethyl)-1,2-dihydroquinoline-3-carboxylic acid methyl ester COC(=O)C=1C(N(C2=CC(=CC=C2C1N)C(F)(F)F)CC1=CC=CC=C1)=O